COC(=O)NC1=CC=C(C(=O)N[C@H](C(=O)OC(C)(C)C)CC2=CC=CC=C2)C=C1 tert-butyl (S)-2-{4-[(methoxycarbonyl) amino] benzamido}-3-phenylpropionate